ClC1=CC(=C(C=C1)C=1OC(=C(N1)CCC(=O)C1=CC(=C(C=C1)OC(CO)(C)C)C)C(C)C)O 3-(2-(4-chloro-2-hydroxyphenyl)-5-isopropyloxazol-4-yl)-1-(4-((1-hydroxy-2-methylpropan-2-yl)oxy)-3-methylphenyl)propan-1-one